(3-chloro-6-(difluoromethyl)-2-fluorophenyl)-3-methyl-N-(1-((5-methyl-6-((1R,5S)-2-oxo-3-azabicyclo[3.1.0]hex-3-yl)pyridin-3-yl)methyl)-1H-pyrazol-4-yl)pyrazine-2-carboxamide ClC=1C(=C(C(=CC1)C(F)F)C=1N=C(C(=NC1)C(=O)NC=1C=NN(C1)CC=1C=NC(=C(C1)C)N1C([C@@H]2C[C@@H]2C1)=O)C)F